3,3'-(1H-pyrrole-2,5-diyl)bis(prop-2-yn-1-amine) N1C(=CC=C1C#CCN)C#CCN